3-((3-cyclopropylpyridin-2-yl)oxy)-2,2-dimethyl-N-((2r,4r)-2-methylpiperidin-4-yl)propionamide C1(CC1)C=1C(=NC=CC1)OCC(C(=O)N[C@H]1C[C@H](NCC1)C)(C)C